Tert-butyl {rac-(1R,3S)-3-[(but-2-en-1-yl)oxy]cyclopentyl}carbamate C(C=CC)O[C@@H]1C[C@@H](CC1)NC(OC(C)(C)C)=O |r|